2-((E)-2-((E)-3-(2-(3-(3-(dimethylamino)propyl)-1,1-dimethyl-2,3-dihydro-1H-benzo[e]indol-2-yl)ethylidene)cyclohex-1-en-1-yl)vinyl)-1,1,3-trimethyl-1H-benzo[e]indol-3-ium CN(CCCN1C(C(C=2C3=C(C=CC12)C=CC=C3)(C)C)C\C=C/3\C=C(CCC3)/C=C/C3=[N+](C=1C=CC2=C(C1C3(C)C)C=CC=C2)C)C